O1C[C@@H](OC2=NC=CC=C21)C2=CC=C(CN1CCC(CC1)C1C(C1)(C(=O)N)O)C=C2 1-{4-[(3S)-2,3-dihydro[1,4]dioxino[2,3-b]pyridin-3-yl]benzyl}piperidin-4-yl-1-hydroxycyclopropanecarboxamide